7-Iodo-5-(o-Tolyl)Imidazolo[1,2-a]Quinoxaline-4(5H)-on IC=1C=C2N(C(C=3N(C2=CC1)C=CN3)=O)C3=C(C=CC=C3)C